3-(((R)-2-methoxy-2-oxo-1-phenylethyl)carbamoyl)pyrrolidine-1-carboxylic acid tert-butyl ester C(C)(C)(C)OC(=O)N1CC(CC1)C(N[C@@H](C(=O)OC)C1=CC=CC=C1)=O